BrC1=CC(=C(C(=O)O)C=C1F)O[C@H](C(F)(F)F)C 4-bromo-5-fluoro-2-{[(2S)-1,1,1-trifluoroprop-2-yl]oxy}benzoic acid